[N+](=[N-])=CC(C)=O 1-diazo-2-oxopropane